(7R,14R)-1-(difluoromethoxy)-11-(4-(ethylamino)but-1-yn-1-yl)-6-(methyl-d3)-6,7-dihydro-7,14-methanobenzo[f]benzo[4,5]imidazo[1,2-a][1,4]diazocin FC(OC1=CC=CC2=CN([C@H]3C=4N(C(=C21)C3)C3=C(N4)C=CC(=C3)C#CCCNCC)C([2H])([2H])[2H])F